2-oxo-1-propyl-1,2,3,4-tetrahydroquinoline O=C1N(C2=CC=CC=C2CC1)CCC